4-bromo-N-(2-hydroxy-2-methylpropyl)-2,6-dimethyl-7-oxo-1-((2-(trimethylsilyl)ethoxy)methyl)-6,7-dihydro-1H-pyrrolo[2,3-c]pyridine-3-carboxamide BrC=1C2=C(C(N(C1)C)=O)N(C(=C2C(=O)NCC(C)(C)O)C)COCC[Si](C)(C)C